FC1=C(C=CC(=C1)F)NC(=O)N1CC2=C(CC1)SC(=C2)C2=NOC(=N2)C(F)(F)F N-(2,4-difluorophenyl)-2-(5-(trifluoromethyl)-1,2,4-oxadiazol-3-yl)-6,7-dihydrothieno[3,2-c]pyridine-5(4H)-carboxamide